tert-butyl 2-[[(1R)-1-(2-ethylsulfanyl-3,6-dimethyl-4-oxo-chromen-8-yl)ethyl]amino]benzoate C(C)SC=1OC2=C(C=C(C=C2C(C1C)=O)C)[C@@H](C)NC1=C(C(=O)OC(C)(C)C)C=CC=C1